FC(CC1=C(C=C(C(=N1)OC)N)F)F 6-(2,2-difluoroethyl)-5-fluoro-2-methoxy-pyridine-3-amine